N1C=C(C2=CC=CC=C12)C1CN(CCN1)C1=NC(=NC(=C1)C(C)C)N 4-(3-(1H-indol-3-yl)piperazin-1-yl)-6-isopropylpyrimidin-2-amine